N-benzyl-2-ethoxy-N,N-dimethyl-2-oxoethanaminium bromide [Br-].C(C1=CC=CC=C1)[N+](CC(=O)OCC)(C)C